C1(CC1)C1=NC=NC(=C1C1=NC2=NC=C(N=C2C(=N1)OCC1=CC(=C(C=C1)C=1N(C=C(N1)C(F)(F)F)C)F)OC)OC 2-(4-cyclopropyl-6-methoxy-pyrimidin-5-yl)-4-[[3-fluoro-4-[1-methyl-4-(trifluoromethyl)imidazol-2-yl]phenyl]methoxy]-6-methoxy-pteridine